COC=1C=C(C=C(C1)OC)C#CC=1N=C(N2C1C(=NC=C2)N)[C@@H]2CN(CC2)C(C=C)=O (S)-1-((3,5-dimethoxyphenyl)ethynyl)-3-(1-acryloylpyrrolidin-3-yl)imidazo[1,5-a]pyrazin-8-amine